C1(CCCC1)C1=NC(=CC2=CN=C(C=C12)N[C@@H]1CNCCC1)C#N (S)-1-cyclopentyl-7-(piperidin-3-ylamino)-2,6-naphthyridine-3-carbonitrile